(1S,3S,5S)-5-methyl-2-((4-phenoxybutyryl)glycyl)-2-azabicyclo[3.1.0]Hexane-3-carboxylic acid C[C@@]12C[C@H](N([C@H]2C1)C(CNC(CCCOC1=CC=CC=C1)=O)=O)C(=O)O